BrC1=CC(=C(CNC=2OCOC2)C(=C1)F)F 4-(4-bromo-2,6-difluorobenzyl)amino-[1,3]dioxole